1-(2-(imidazo[1,2-a]pyridine-3-carbonyl)-2-azaspiro[3.3]heptan-6-yl)-1-methyl-3-(3-(trifluoromethyl)phenyl)urea N=1C=C(N2C1C=CC=C2)C(=O)N2CC1(C2)CC(C1)N(C(=O)NC1=CC(=CC=C1)C(F)(F)F)C